CC1=C(C(=NO1)C)C=1C(=CC=2C3=C(C=NC2C1)NC(N3[C@H](C)C3=NC=CC=C3)=O)OC 7-(dimethyl-1,2-oxazol-4-yl)-8-methoxy-1-[(1R)-1-(pyridin-2-yl)ethyl]-1H,2H,3H-imidazo[4,5-c]quinolin-2-one